di(t-butyl)-4,4'-bipyridine C(C)(C)(C)C=1C(=NC=CC1C1=CC=NC=C1)C(C)(C)C